CC(CC(C)C)N N-(1,3-dimethylbutyl)amine